ClC=1C(=NC(=NC1)NC=1C(=NN(C1)C1CN(CC1)C)C)NCCCN1C(N(CCCC1)C)=O 1-(3-((5-chloro-2-((3-methyl-1-(1-methylpyrrolidin-3-yl)-1H-pyrazol-4-yl)amino)pyrimidin-4-yl)amino)propyl)-3-methyl-1,3-diazepan-2-one